(R)-6-(6-(3,3-dimethylcyclobutyl)-7-methoxyimidazo[1,2-b]pyridazin-3-yl)-3,5-difluoro-N-(piperidin-3-yl)pyridin-2-amine CC1(CC(C1)C=1C(=CC=2N(N1)C(=CN2)C2=C(C=C(C(=N2)N[C@H]2CNCCC2)F)F)OC)C